S-(4-methylphenyl)isothiourea hydrochloride Cl.CC1=CC=C(C=C1)SC(N)=N